methyl 4-((trans)-5-((tert-butoxycarbonyl)amino)-1-methylpiperidin-3-yl)benzoate C(C)(C)(C)OC(=O)N[C@H]1C[C@@H](CN(C1)C)C1=CC=C(C(=O)OC)C=C1